1-(3-((4-((4-(1-(2,2,2-Trifluoroethyl)-1H-pyrazol-4-yl)-5-(trifluoromethyl)pyrimidin-2-yl)amino)piperidin-1-yl)sulfonyl)phenyl)piperidine-4-carbaldehyde FC(CN1N=CC(=C1)C1=NC(=NC=C1C(F)(F)F)NC1CCN(CC1)S(=O)(=O)C=1C=C(C=CC1)N1CCC(CC1)C=O)(F)F